(S)-6-chloro-2-((5-(2,2-dimethylazetidine-1-carbonyl)pyrimidin-2-yl)amino)-2,3-dihydro-1H-indene-4-carbonitrile ClC=1C=C(C=2C[C@H](CC2C1)NC1=NC=C(C=N1)C(=O)N1C(CC1)(C)C)C#N